C([C@H]([C@H]([C@@H](C(=O)[O-])O)O)O)O The molecule is conjugate base of D-arabinonic acid. It is a conjugate base of a D-arabinonic acid. It is an enantiomer of a L-arabinonate.